3-bromo-1-[(3s,5r)-5-(methoxymethyl)pyrrolidin-3-yl]-5-[[2-(morpholin-4-yl)ethyl]amino]pyrazole-4-carboxamide hydrochloride Cl.BrC1=NN(C(=C1C(=O)N)NCCN1CCOCC1)[C@@H]1CN[C@H](C1)COC